4-(4-((2,6-dichlorophenyl)sulfonyl)piperazin-1-yl)benzofuran-2-carboxylic acid ClC1=C(C(=CC=C1)Cl)S(=O)(=O)N1CCN(CC1)C1=CC=CC2=C1C=C(O2)C(=O)O